Ethyl (2-(4'-((N-(3-fluorophenyl)pentaneamido)methyl)biphenyl-4-yloxy)acetate) FC=1C=C(C=CC1)N(C(CCCC)=O)CC1=CC=C(C=C1)C1=CC=C(C=C1)OCC(=O)OCC